BrC=1N=C(C(NC1)=O)Cl 5-bromo-3-chloropyrazin-2(1H)-one